[C@]12(CNCCC2C1)C=1C=C2C(=NC=NC2=CC1)NC1=C(C(=CC=C1)Cl)F 6-[(1R)-3-azabicyclo[4.1.0]heptan-1-yl]-N-(3-chloro-2-fluoro-phenyl)quinazolin-4-amine